(3R)-4-amino-7-fluoro-N,3-dimethyl-N-((1R)-1-(4-(trifluoromethyl)phenyl)ethyl)-1,3-dihydrofuro[3,4-c]quinoline-8-carboxamide NC1=NC=2C=C(C(=CC2C2=C1[C@H](OC2)C)C(=O)N([C@H](C)C2=CC=C(C=C2)C(F)(F)F)C)F